(3S)-1-[2-[2-(8-Chloro-4-oxochromen-2-yl)-5-isobutoxyphenoxy]ethyl]pyrrolidin ClC=1C=CC=C2C(C=C(OC12)C1=C(OCCN2CCCC2)C=C(C=C1)OCC(C)C)=O